triallyl-borane C(C=C)B(CC=C)CC=C